O-((2R,3R,4S,5R)-4-(benzyloxy)-5-((benzyloxy)methyl)-5-(fluoromethyl)-2-(6-hydroxy-2-isobutyramido-9H-purin-9-yl)tetrahydrofuran-3-yl) O-phenyl carbonothioate C(O[C@H]1[C@@H](O[C@]([C@H]1OCC1=CC=CC=C1)(CF)COCC1=CC=CC=C1)N1C2=NC(=NC(=C2N=C1)O)NC(C(C)C)=O)(OC1=CC=CC=C1)=S